CC1=C(C2=C(N=CN=C2NC2(CC2)C)O1)C(=O)NCCN1CCOCC1 6-methyl-4-[(1-methylcyclopropyl)amino]-N-[2-(morpholin-4-yl)ethyl]furo[2,3-d]pyrimidine-5-carboxamide